3-(2-(4-((4-chlorobenzyl)oxy)phenyl)-6,7-dihydrooxazolo[4,5-c]pyridin-5(4H)-yl)cyclobutane ClC1=CC=C(COC2=CC=C(C=C2)C=2OC3=C(CN(CC3)C3CCC3)N2)C=C1